N,N,3-Trimethyl-4-((2-phenylimidazo[1,2-a]pyridin-3-yl)methyl)aniline CN(C1=CC(=C(C=C1)CC1=C(N=C2N1C=CC=C2)C2=CC=CC=C2)C)C